methyl 4-ethynylcyclohexane-1-carboxylate C(#C)C1CCC(CC1)C(=O)OC